C(C(=O)O)(=O)O.C1N(CC12CNCCC2)C(=O)OC(C)(C)C 2-methyl-2-propanyl 2,6-diazaspiro[3.5]nonane-2-carboxylate ethanedioate